spiro[oxolane-2,8'-tricyclo[5.2.1.0^{2,6}]decane] C12C3CCCC3C(C3(C1)OCCC3)C2